tert-butyl 4-{[2-(2,6-dioxopiperidin-3-yl)-1,3-dioxoisoindol-4-yl]amino}butanoate O=C1NC(CCC1N1C(C2=CC=CC(=C2C1=O)NCCCC(=O)OC(C)(C)C)=O)=O